C(C)(C)(C)OC(=O)NC=1SC2=C(C1C#N)C(=CC=C2F)C2=C(C=C1C(=NC(=NC1=C2F)OC[C@H]2N(CCC2)C)N2CCN(CC2)C(=O)OC(C)(C)C)Cl tert-Butyl 4-[7-[2-(tert-butoxycarbonylamino)-3-cyano-7-fluoro-benzothiophen-4-yl]-6-chloro-8-fluoro-2-[[(2S)-1-methylpyrrolidin-2-yl]methoxy]quinazolin-4-yl]piperazine-1-carboxylate